chloro-1-tetrahydropyran-2-yl-pyrazolo[3,4-b]pyridin-4-amine ClC1=NN(C=2N=CC=C(C21)N)C2OCCCC2